N1=C(C=CC=2N=C3COCC4(N3C21)CCC2=CC=CC=C24)C=2C=NC(=NC2)N2CCC(CCC2)O 1-(5-(2,3,6',8'-tetrahydrospiro[indene-1,9'-pyrido[3',2':4,5]imidazo[2,1-c][1,4]oxazin]-2'-yl)pyrimidin-2-yl)azepan-4-ol